3-{2-[(3,5-dimethylphenyl)amino]pyrimidin-4-yl}-1-ethyl-N-[(1S,2R)-2-hydroxycyclohexyl]-1H-pyrazole-5-carboxamide CC=1C=C(C=C(C1)C)NC1=NC=CC(=N1)C1=NN(C(=C1)C(=O)N[C@@H]1[C@@H](CCCC1)O)CC